3-fluoro-5-(trifluoromethyl)-N-(5-(3-(trifluoromethyl)phenyl)-1,3,4-oxadiazol-2-yl)benzamide FC=1C=C(C(=O)NC=2OC(=NN2)C2=CC(=CC=C2)C(F)(F)F)C=C(C1)C(F)(F)F